NC1=C(N=C(S1)C1=C(C=CC=C1F)F)C(=O)NC=1C(=C2C(=NC1)OCC2)N2C[C@H](C[C@H](C2)C(F)(F)F)N 5-amino-N-{4-[(3S,5R)-3-amino-5-(trifluoromethyl)piperidin-1-yl]-2,3-dihydrofuro[2,3-b]pyridin-5-yl}-2-(2,6-difluorophenyl)-1,3-thiazole-4-carboxamide